(R)-1-(3-(2-(tert-butoxy)-2-oxoethoxy)phenyl)-3-(2-(tert-butoxy)-3,4-dimethoxyphenyl)propyl (S)-1-(4-(acryloyloxy)-3,3-dimethyl-2-oxobutanoyl)piperidine-2-carboxylate C(C=C)(=O)OCC(C(C(=O)N1[C@@H](CCCC1)C(=O)O[C@H](CCC1=C(C(=C(C=C1)OC)OC)OC(C)(C)C)C1=CC(=CC=C1)OCC(=O)OC(C)(C)C)=O)(C)C